C(C)OC1=CN=CC(=N1)C=1C=CC(=NC1)C#N 5-(6-ethoxypyrazin-2-yl)pyridine-2-carbonitrile